N1CCC(CCC1)N1CCN(CC1)C=1C=C2C(=C(NC2=CC1)C1=CC(=C(C=C1)OC)OC)C(C)C 5-(4-(azepan-4-yl)piperazin-1-yl)-2-(3,4-dimethoxyphenyl)-3-isopropyl-1H-indole